tert-butyl-4-(4-(methoxycarbonyl)benzyl)-3-oxo-3,4-dihydroquinoxaline-1(2H)-carboxylate C(C)(C)(C)OC(=O)N1CC(N(C2=CC=CC=C12)CC1=CC=C(C=C1)C(=O)OC)=O